CNC(=O)C1(CNCC1)C N,3-dimethylpyrrolidine-3-carboxamide